i-propylbromide C(C)(C)Br